C1(=CC=CC=C1)N1C(C(=CC1=O)C1N(CCCC1)C1=CC=C(C=C1)C)=O 1-Phenyl-3-(1-(p-tolyl)piperidin-2-yl)-1H-pyrrole-2,5-dione